4-butyl-1-(2-chloro-4-fluorophenyl)-3-(4-fluorophenyl)-N-(5-hydroxy-4,4-dimethylpentyl)-5-methyl-4,5-dihydro-1H-pyrazole-5-carboxamide C(CCC)C1C(=NN(C1(C(=O)NCCCC(CO)(C)C)C)C1=C(C=C(C=C1)F)Cl)C1=CC=C(C=C1)F